C(CC)C(O)[C@H](O)[C@@H](O)[C@H](O)[C@H](O)CO 1-n-propyl-sorbitol